NC1=C2C(=NC=N1)N(N=C2C2=CC=C(C=C2)NC(=O)C=2C(N(N=C(C2)C(C)C)C2=NC=C(C=C2)C)=O)CC2=C(C=CC=C2)F N-(4-(4-Amino-1-(2-fluorobenzyl)-1H-pyrazolo[3,4-d]pyrimidin-3-yl)phenyl)-6-isopropyl-2-(5-Methylpyridin-2-yl)-3-oxo-2,3-dihydropyridazine-4-carboxamide